CC=1C=C(C(=NC1)C=O)C1=NC=CC=N1 (5-methyl-3-(pyrimidin-2-yl)pyridin-2-yl)methanone